[NH4+].CC1=CC=C(C=C1)S(=O)[O-] p-toluenesulfinate ammonium salt